2-amino-N-(2-(4'-(trifluoromethoxy)-[1,1'-biphenyl]-4-yl)ethyl)pentanamide NC(C(=O)NCCC1=CC=C(C=C1)C1=CC=C(C=C1)OC(F)(F)F)CCC